FC(C=1C(=NC(=CC1)N1C=NC2=C1C=C(C(=C2)NC=2N=NC(=CC2)C2N(C(CC2)=O)C)OC)N2N=C(C=C2C)C#N)F 1-[3-(difluoromethyl)-6-[6-methoxy-5-[[6-(1-methyl-5-oxo-pyrrolidin-2-yl)pyridazin-3-yl]amino]benzimidazol-1-yl]-2-pyridyl]-5-methyl-pyrazole-3-carbonitrile